3-(chloromethyl)-4-methyl-1,2,5-oxadiazole ClCC1=NON=C1C